1-(3-chlorophenyl)-7-oxo-4,5-dihydropyrazolo[3,4-c]pyridine-3-carboxylic acid ethyl ester C(C)OC(=O)C1=NN(C=2C(NCCC21)=O)C2=CC(=CC=C2)Cl